(S)-4-(1-(3-fluorophenyl)-3-iodo-1H-pyrrolo[3,2-c]pyridin-4-yl)-3-methylpiperazine-1-carboxylic acid tert-butyl ester C(C)(C)(C)OC(=O)N1C[C@@H](N(CC1)C1=NC=CC2=C1C(=CN2C2=CC(=CC=C2)F)I)C